(2s,3s,4r)-1-(3-cyano-4,6-dimethyl-pyridin-2-yl)-3,4-dihydroxy-N-methyl-N-(m-tolyl)-pyrrolidine-2-carboxamide C(#N)C=1C(=NC(=CC1C)C)N1[C@@H]([C@@H]([C@@H](C1)O)O)C(=O)N(C=1C=C(C=CC1)C)C